N-(4-fluorophenyl)-5-phenyl-1,3,4-thiadiazol-2-amine FC1=CC=C(C=C1)NC=1SC(=NN1)C1=CC=CC=C1